O1COC2=C1C=CC(=C2)NC([C@H](CCC(=O)OC(C)(C)C)NC([C@H](CC(=O)OC(C)(C)C)NC(=O)OCC2=CC=CC=C2)=O)=O tert-Butyl (S)-5-(benzo[d][1,3]dioxol-5-ylamino)-4-((S)-2-(((benzyloxy)carbonyl)amino)-4-(tert-butoxy)-4-oxobutanamido)-5-oxopentanoate